S1C=NC2=C1C(=CC=C2)C2=CC=C(C=C2)N2[C@H](CN(CC2)C(=O)NC=2N=C(SC2)C#C)CO (R)-4-(4-(Benzo[d]thiazol-7-yl)phenyl)-N-(2-ethynylthiazol-4-yl)-3-(hydroxy-methyl)piperazine-1-carboxamide